(R)-N-(2-(2-fluorophenyl)propan-2-yl)-2-(pyrrolidin-2-yl)acetamide TFA salt OC(=O)C(F)(F)F.FC1=C(C=CC=C1)C(C)(C)NC(C[C@@H]1NCCC1)=O